C([C@@H]1[C@@H]([C@@H](C(O1)(COP(=O)([O-])[O-])O)O)O)OP(=O)([O-])[O-] The molecule is a organophosphate oxoanion that is the tetraanion of D-tagatofuranose 1,6-bisphosphate. It has a role as a human metabolite. It is a conjugate base of a D-tagatofuranose 1,6-bisphosphate.